C(C)(C)C1=C(NC2=CC=C(C=C12)C1CCNCC1)C=1C=C(C(N(C1)C)=O)COC 5-(3-isopropyl-5-(piperidin-4-yl)-1H-indol-2-yl)-3-(methoxymethyl)-1-methylpyridin-2(1H)-one